COCCNC(=O)C=1C=C(C=CC1)C=1C=C(C=CC1)[C@@H](C)NC(C1=C(C=CC(=C1)N1CCN(CC1)C)C)=O N-[(1R)-1-[3-[3-(2-methoxyethylcarbamoyl)phenyl]phenyl]ethyl]-2-methyl-5-(4-methylpiperazin-1-yl)benzamide